(S)-1-(tetrahydro-pyran-4-yl)-pyrrolidine-2-carboxylic acid [3-(2-hydroxyimino-1,1-dimethyl-ethyl)isoxazol-5-yl]-amide ON=CC(C)(C)C1=NOC(=C1)NC(=O)[C@H]1N(CCC1)C1CCOCC1